N-[[6-(7-Fluoro-3,4-dihydro-1H-isochinolin-2-yl)-2-pyridyl]sulfonyl]-2-(2,2,4-trimethylpyrrolidin-1-yl)pyridin-3-carboxamid FC1=CC=C2CCN(CC2=C1)C1=CC=CC(=N1)S(=O)(=O)NC(=O)C=1C(=NC=CC1)N1C(CC(C1)C)(C)C